10-(4-pyridylphenyl)phenoxazine tert-butyl-3-((3-hydroxycyclobutyl)(methyl)amino)-3-methylpyrrolidine-1-carboxylate C(C)(C)(C)OC(=O)N1CC(CC1)(C)N(C)C1CC(C1)O.N1=CC=C(C=C1)C1=C(C=CC=C1)N1C2=CC=CC=C2OC=2C=CC=CC12